BrC=1C=C(C(=NC1)[N+](=O)[O-])NC 5-Bromo-N-methyl-2-nitropyridin-3-amine